9-hydroxy-12-(4-methoxyphenyl)-4-thia-2,12-diazatricyclo[7.3.0.03,7]dodeca-1,3(7),5-trien-8-one OC12C(C=3C=CSC3N=C2N(CC1)C1=CC=C(C=C1)OC)=O